CS(=O)(=O)N(CC(=O)N1CC(CC1)C(=O)NCC#C)C1CCN(CC1)[C@H](C)C1=CC=CC2=CC=CC=C12 1-(N-(methylsulfonyl)-N-(1-((R)-1-(naphthalen-1-yl)ethyl)piperidin-4-yl)glycyl)-N-(prop-2-yn-1-yl)pyrrolidine-3-carboxamide